6-{(4-benzoxazol-2-yl-phenyl)-phenyl-amino}-2-[4-{(4-benzoxazol-2-yl-phenyl)-phenyl-amino}-phenyl]-benzoxazole O1C(=NC2=C1C=CC=C2)C2=CC=C(C=C2)N(C2=CC1=C(N=C(O1)C1=CC=C(C=C1)N(C1=CC=CC=C1)C1=CC=C(C=C1)C=1OC3=C(N1)C=CC=C3)C=C2)C2=CC=CC=C2